C(=O)(O)C1=C(C=CC=C1)C1=C(C(=O)O)C=CC=C1 2-(2-carboxyphenyl)-benzoic acid